6-oxo-1-(tetrahydro-2H-pyran-4-yl)-4-(((trifluoromethyl)sulfonyl)oxy)-1,6-dihydropyridine-3-carboxylic acid methyl ester COC(=O)C1=CN(C(C=C1OS(=O)(=O)C(F)(F)F)=O)C1CCOCC1